1-[(7aR)-5-chloro-4-(2-chloro-6-hydroxyphenyl)-1-methyl-1,7a,8,10,11,13-hexahydroimidazo[4,5-g]pyrazino[2,1-c][1,4]benzooxazepin-9(7H)-yl]prop-2-en-1-one ClC1=C(C2=C(C=3CN4[C@@H](COC31)CN(CC4)C(C=C)=O)N(C=N2)C)C2=C(C=CC=C2O)Cl